6,6-dimethyl-4-oxotetrahydrothiopyran-3-carboxylic acid methyl ester COC(=O)C1CSC(CC1=O)(C)C